N[C@H]1CS(C2=C(NC1=O)C=C(C(=C2)F)C(=O)OC)CC2=CC=C(C=C2)Cl methyl (3R)-3-amino-S-[(4-chlorophenyl)methyl]-8-fluoro-4-oxo-2,3-dihydro-1,5-benzothiazepine-7-carboxylate